CC1(C(C(=C[C@]2(CCN(C2)C(CCC2=CC=C(C=C2)C(F)(F)F)=O)C1)C#N)=O)C (5R)-9,9-dimethyl-8-oxo-2-{3-[4-(trifluoromethyl)phenyl]propanoyl}-2-azaspiro[4.5]dec-6-ene-7-carbonitrile